OC1(C(N(C2=CC(=CC(=C12)C(F)(F)F)I)COCC[Si](C)(C)C)=O)C(C)C 3-hydroxy-6-iodo-3-isopropyl-4-(trifluoromethyl)-1-(2-trimethylsilylethoxymethyl)indolin-2-one